methyl 2-[1-[(4-methylphenyl)methyl]-5-oxopyrrolidine-2-yl]propionate CC1=CC=C(C=C1)CN1C(CCC1=O)C(C(=O)OC)C